trans-N-(4-((5-chloropyridin-3-yl)oxy)cyclohexyl)-5-(4-chloro-3-fluorophenoxy)-2,2-dimethylpentanamide ClC=1C=C(C=NC1)O[C@@H]1CC[C@H](CC1)NC(C(CCCOC1=CC(=C(C=C1)Cl)F)(C)C)=O